2-[(3,4-dichlorobenzyl)oxy]-5-({7-fluoro-6-[2-fluoro-1-(fluoromethyl)ethoxy]-1-(1-formylpiperidin-4-yl)-2,4-dioxo-1,4-dihydroquinazolin-3(2H)-yl}methyl)benzonitrile ClC=1C=C(COC2=C(C#N)C=C(C=C2)CN2C(N(C3=CC(=C(C=C3C2=O)OC(CF)CF)F)C2CCN(CC2)C=O)=O)C=CC1Cl